methyl 4-(((tert-butyldimethylsilyl)oxy)-methyl)benzoate [Si](C)(C)(C(C)(C)C)OCC1=CC=C(C(=O)OC)C=C1